strontium-niobium [Nb].[Sr]